5-vinyl-2,3-dimethylpyrazine C(=C)C=1N=C(C(=NC1)C)C